Cl.N[C@@H]1[C@@H]([C@H]2CC[C@@H](C1)N2C2=C(N=C1C(=N2)NN=C1C1=C(C2=C(N(N=C2C=C1)CC)C#N)Cl)C)F 5-{6-[(1R,2S,3S,5S)-3-amino-2-fluoro-8-azabicyclo[3.2.1]octan-8-yl]-5-methyl-1H-pyrazolo[3,4-b]pyrazin-3-yl}-4-chloro-2-ethyl-2H-indazole-3-carbonitrile, hydrochloride salt